C(C)N1C(N(C2=C1C=C(C=C2)[C@@H]2[C@H](CNCC2)O)C2C(NC(CC2)=O)=O)=O 3-[3-ethyl-5-[(3R,4R)-3-hydroxy-4-piperidyl]-2-oxo-benzimidazol-1-yl]piperidine-2,6-dione